ClC1=C(C(=CC=C1Cl)O)C1=CC(=NC=C1)C#N 4-(2,3-dichloro-6-hydroxyphenyl)pyridine-2-carbonitrile